OC1=C2C(C=CC(C2=CC=C1)=O)=O 5-HYDROXY-1,4-NAPHTHALENDIONE